5-methoxy-4-{[(2S,4S)-4-(2-methoxyethoxy)-2-(4-[(2-methoxyethoxy)carbonyl]phenyl)piperidin-1-yl]methyl}-7-methyl-1H-indole-1-carboxylic acid tert-butyl ester C(C)(C)(C)OC(=O)N1C=CC2=C(C(=CC(=C12)C)OC)CN1[C@@H](C[C@H](CC1)OCCOC)C1=CC=C(C=C1)C(=O)OCCOC